5,6,7,8-tetrahydrocyclopenta[4,5]pyrrolo[2,3-d]pyrimidin-4-ol N1=CN=C(C2=C1NC1=C2CCC1)O